CC1=CN(C(=O)NC1=O)[C@]2(CC[C@H](O2)CO)N=[N+]=[N-] Azido-3'-deoxythymidine